O.N(=O)Cl.[Ru+3] ruthenium(III) nitrosylchloride monohydrate